CC=1CCC(C(C1)C=1C(=C(C(=CC1O)CCCCC)C1OC1)O)C(=C)C 5'-methyl-3-(oxiran-2-yl)-4-pentyl-2'-(prop-1-en-2-yl)-1',2',3',4'-tetrahydro-[1,1'-biphenyl]-2,6-diol